(S)-2-amino-3-((3S,4S)-4-(5-chloro-4-((4-(methylamino)-5-(trifluoromethyl)pyrimidin-2-yl)amino)-1H-pyrazol-1-yl)-3-fluoropiperidin-1-yl)propionic acid N[C@H](C(=O)O)CN1C[C@@H]([C@H](CC1)N1N=CC(=C1Cl)NC1=NC=C(C(=N1)NC)C(F)(F)F)F